ONC(CC1=CC=C(C=C1)NC1=CC=NC=2N(C(C=CC12)=O)C)=O N-hydroxy-2-(4-((8-methyl-7-oxo-7,8-dihydro-1,8-naphthyridin-4-yl)amino)phenyl)acetamide